P(=O)(OCCCCCCCCCCCCC)([O-])[O-].[K+].[K+] potassium monotridecyl phosphate